ClC1=NC(=NN2C1=C(C(=C2)C2=C(C(=CC=C2)OC)Cl)C2=CC=CC=C2)C=2N(C=CN2)C chloro-6-(2-chloro-3-methoxyphenyl)-2-(1-methyl-1H-imidazol-2-yl)-5-phenylpyrrolo[2,1-f][1,2,4]triazine